22-methyl-tetracosanoic acid CC(CCCCCCCCCCCCCCCCCCCCC(=O)O)CC